3-PHENOXYPHENYLBORONIC ACID O(C1=CC=CC=C1)C=1C=C(C=CC1)B(O)O